ClC=1C=C(C=CC1)N1N=NC(=C1)C(=O)O 1-(3-chlorophenyl)-1H-1,2,3-triazole-4-carboxylic acid